ClC1=NC=C(C(=N1)NCC1=CC(=C(C=C1)C=1N(C=C(N1)C(F)(F)F)C1CC1)OC)[N+](=O)[O-] 2-chloro-N-({4-[1-cyclopropyl-4-(trifluoromethyl)imidazol-2-yl]-3-methoxyphenyl}methyl)-5-nitropyrimidin-4-amine